hydroxy-1,2,3,4-tetrahydroisoquinoline-3-carboxylate OC1NC(CC2=CC=CC=C12)C(=O)[O-]